(E)-adamantan-1-yl(4-(((4-((2-(aminomethyl)-3-fluoroallyl)oxy)phenyl)sulfonyl)methyl)piperidin-1-yl)methanone 1,1'-methylene-bis-(2-hydroxy-3-naphthoate) C(C1=C(C(=CC2=CC=CC=C12)C(=O)O)O)C1=C(C(=CC2=CC=CC=C12)C(=O)O)O.C12(CC3CC(CC(C1)C3)C2)C(=O)N2CCC(CC2)CS(=O)(=O)C2=CC=C(C=C2)OC\C(=C\F)\CN